ClC1=CC=C(C=C1)C=1N=C2N(C=CC=C2)C1CN1C2CN(C(C1)CC2)C(=O)C2=CC(=CC=C2)OC (+)-(5-{[2-(4-Chlorophenyl)imidazo[1,2-a]pyridin-3-yl]methyl}-2,5-diazabicyclo[2.2.2]oct-2-yl)(3-methoxyphenyl)methanon